2-{2-[(1R)-5-(hydroxymethyl)-1-methyl-1,2,3,4-tetrahydroisoquinolin-2-yl]-2-oxoethyl}-2,3-dihydro-1H-isoindol-1-one OCC1=C2CCN([C@@H](C2=CC=C1)C)C(CN1C(C2=CC=CC=C2C1)=O)=O